CN1N(C(C2=CC=CC(=C2C1)NC)=O)C1C(NC(CC1)=O)=O 3-(3-methyl-5-(methylamino)-1-oxo-3,4-dihydro-phthalazin-2(1H)-yl)piperidine-2,6-dione